2-iodo-4-methoxy-1-(prop-1-en-2-yl)benzene IC1=C(C=CC(=C1)OC)C(=C)C